FC=1C=C2CCN(CC2=CC1NC=1N=NC(=C(N1)NC1=C(C=CC=C1)F)C(=O)N)C ((6-fluoro-2-methyl-1,2,3,4-tetrahydroisoquinolin-7-yl)amino)-5-((2-fluorophenyl)amino)-1,2,4-triazine-6-carboxamide